N-[(1S)-1-[[1-[3-benzyloxy-1-(6-chloro-3-methoxy-pyridazin-4-yl)propyl]pyrazol-4-yl]carbamoyl]-2,2-dicyclopropyl-ethyl]-2-isopropyl-pyrazole-3-carboxamide C(C1=CC=CC=C1)OCCC(C1=C(N=NC(=C1)Cl)OC)N1N=CC(=C1)NC(=O)[C@H](C(C1CC1)C1CC1)NC(=O)C=1N(N=CC1)C(C)C